C(C)(C)[Si](C#CC1=CC=CC2=CC(=CC(=C12)B1OC(C(O1)(C)C)(C)C)OCOC)(C(C)C)C(C)C triisopropyl-((6-(methyl-Oxymethoxy)-8-(4,4,5,5-tetramethyl-1,3,2-dioxaborolan-2-yl)naphthalen-1-yl)ethynyl)silane